8-chloro-N-[2-(3,4-difluorophenyl)cyclopropyl]-7,9-dimethyl-pyrido[3',2':4,5]furo[3,2-d]pyrimidin-4-amine ClC1=C(C2=C(OC3=C2N=CN=C3NC3C(C3)C3=CC(=C(C=C3)F)F)N=C1C)C